(S)-(1,4-oxaazepan-7-yl)methanol O1CCNCC[C@H]1CO